NCCCC(=O)C1=CC=CC2=CC=CC(=C12)O 4-amino-1-(8-hydroxynaphthalen-1-yl)butan-1-one